O=C1C(C(C2=CC(=CC=C12)C(=O)C=1C=C2C(C(C(C2=CC1)=O)C(=O)[C@@H]1NCCC1)=O)=O)C(=O)[C@H]1CNCC1 5-{1,3-dioxo-2-[(3R)-pyrrolidine-3-carbonyl]-2,3-dihydro-1H-indene-5-carbonyl}-2-[(2R)-pyrrolidine-2-carbonyl]-2,3-dihydro-1H-indene-1,3-dione